ClCC=1C=C(C=CC1C)[C@@H](C(C(=O)OCC)C)C1=C(C2=C(N(N=N2)C)C=C1)C (3R)-ethyl 3-(3-(chloromethyl)-4-methylphenyl)-3-(1,4-dimethyl-1H-benzo[d][1,2,3]triazol-5-yl)-2-methylpropanoate